C1(=C(C=CC=C1)C1=C(C2=C([Se]C3=C2C=CC=C3)C=C1)C1=C(C(=C(C=C1)C1=CC=CC=C1)C1=C(C(=CC=3C2=CC=CC=C2CC13)C)C)C1=NN=NC=C1)C1=CC=CC=C1 (biphenylyl)[(phenyl)(dimethylfluorenyl)triazinylphenyl]dibenzoSelenophene